C(CCC)[Si](O[Si](C)(C)CCCC)(C)C 1,3-dibutyl-1,1,3,3-tetramethyl-disiloxane